C(C)(C)(C)OC(=O)N1CC(N(CC(C1)OC1=NC(=NC(=C1)C1=C(C=CC=C1C)C)NS(=O)(=O)C=1C=C(C(=O)O)C=CC1)CC1=CC=C(C=C1)OC)=O 3-[[4-[[4-tert-butoxycarbonyl-1-[(4-methoxyphenyl)methyl]-2-oxo-1,4-diazepan-6-yl]oxy]-6-(2,6-dimethylphenyl)pyrimidin-2-yl]sulfamoyl]benzoic acid